(R)- and (S)-3-chloro-N-(2,4-dimethoxybenzyl)-4-(3-((ethyl(methyl)amino)methyl)-3-(trifluoromethyl)pyrrolidin-1-yl)-2,6-difluoro-N-(6-fluoropyridin-2-yl)benzenesulfonamide ClC=1C(=C(C(=CC1N1C[C@](CC1)(C(F)(F)F)CN(C)CC)F)S(=O)(=O)N(C1=NC(=CC=C1)F)CC1=C(C=C(C=C1)OC)OC)F |r|